1-(6-(1H-1,2,4-Triazol-1-yl)pyridin-3-yl)ethan-1-one N1(N=CN=C1)C1=CC=C(C=N1)C(C)=O